C(CCCCCCC\C=C/CCCCCCCC)(=O)OCC(COC(CCCCCCC\C=C/CCCCCCCC)=O)NC(CCOCCOCCOCCOCCN1C(C=CC1=O)=O)=O 2-(1-(2,5-dioxo-2,5-dihydro-1H-pyrrol-1-yl)-3,6,9,12-tetraoxa-pentadecan-15-amido)propane-1,3-diyl dioleate